O1CCC2=C1C=CC(=C2)S(=O)(=O)N2CCC(CC2)C2=CC1=C(N=N2)NC=C1 3-(1-((2,3-dihydrobenzofuran-5-yl)sulfonyl)piperidin-4-yl)-7H-pyrrolo[2,3-c]pyridazine